Ethyl 4,5-difluoro-10-methylphenanthrene-9-carboxylate FC1=CC=CC=2C(=C(C3=CC=CC(=C3C12)F)C(=O)OCC)C